C(C)(C)(C)OC(=O)N[C@@H](C(=O)O)C(C)C (R)-2-(tert-butoxycarbonylamino)-3-methylbutyric acid